3-amino-4-[2-cyano-4-(6-fluoropyridin-3-yl)-3-[4-(4-methyl-1,2,4-triazol-3-yl)piperidin-1-yl]phenyl]pyrazole-1-carboxylic acid tert-butyl ester C(C)(C)(C)OC(=O)N1N=C(C(=C1)C1=C(C(=C(C=C1)C=1C=NC(=CC1)F)N1CCC(CC1)C1=NN=CN1C)C#N)N